C(=O)(OC(C)(C)C)N1C(CCC1)CCO 1-Boc-2-(2-hydroxyethyl)pyrrolidine